2-amino-N-(1-(2-fluoro-6-methylphenyl)piperidin-4-yl)benzamide NC1=C(C(=O)NC2CCN(CC2)C2=C(C=CC=C2C)F)C=CC=C1